t-butyl (2-{4-[(3-cyano-4-ethyl-1H-indol-7-yl)sulfamoyl]phenyl}ethyl)carbamate C(#N)C1=CNC2=C(C=CC(=C12)CC)NS(=O)(=O)C1=CC=C(C=C1)CCNC(OC(C)(C)C)=O